1-(azetidin-1-yl)-2-[(6-chloro-2-fluoro-3-pyridyl)oxy]ethanone N1(CCC1)C(COC=1C(=NC(=CC1)Cl)F)=O